CC1=C(C=CC=C1C(=O)N)C1=CC=C(C=C1)C(=O)N methylbiphenyl-3,4'-dicarboxamide